N-(4-((2,2-dimethylcyclopentyl)oxy)-3-fluorophenyl)-2-(pyrrolidin-1-yl)-5-(2,2,2-trifluoroethyl)oxazole-4-carboxamide CC1(C(CCC1)OC1=C(C=C(C=C1)NC(=O)C=1N=C(OC1CC(F)(F)F)N1CCCC1)F)C